Bis(2,6-difluoro-3-(1H-pyrrol-1-yl)phenyl)titanocen FC1=C(C(=CC=C1N1C=CC=C1)F)[C-]1C=CC=C1.[C-]1(C=CC=C1)C1=C(C(=CC=C1F)N1C=CC=C1)F.[Ti+2]